C(C)(CC)OC(NC1=NC2=C(N1)C=C(C=C2)CCCC)=O (6-butyl-1H-benzo[d]imidazol-2-yl)carbamic acid sec-butyl ester